N-(4-(2-chlorophenyl)thiazol-2-yl)-N-methyl-4-morpholinobenzamide ClC1=C(C=CC=C1)C=1N=C(SC1)N(C(C1=CC=C(C=C1)N1CCOCC1)=O)C